(((3R,4S)-3-fluoro-2,2,6,6-tetramethylpiperidin-4-yl)oxy)-6-(3-(methoxymethoxy)-5-(4-methyl-1H-imidazol-1-yl)pyridin-2-yl)pyridazine Diaminopimelate NC(CCC(=O)O)(CCC(=O)O)N.F[C@@H]1C(NC(C[C@@H]1OC=1N=NC(=CC1)C1=NC=C(C=C1OCOC)N1C=NC(=C1)C)(C)C)(C)C